CN1C=[N+](C=C1)S(=O)(=O)N1[C@@H](CCC1)C (R)-1-methyl-3-((2-methylpyrrolidin-1-yl)sulfonyl)-1H-imidazol-3-ium